bicyclo[1.1.1]pent-1-yl-(phenyl)sulfane C12(CC(C1)C2)SC2=CC=CC=C2